(S)-4-(3,4-difluorophenyl)-2-ethyl-N-(3-fluoro-4-((3-((1-hydroxypropan-2-yl)amino)-1H-pyrazolo[3,4-b]pyridin-4-yl)oxy)phenyl)-3,5-dioxo-2,3,4,5-tetrahydro-1,2,4-triazine-6-carboxamide FC=1C=C(C=CC1F)N1C(N(N=C(C1=O)C(=O)NC1=CC(=C(C=C1)OC1=C2C(=NC=C1)NN=C2N[C@H](CO)C)F)CC)=O